(+/-)-4-[3-(2,5-difluorophenyl)-1,4-oxazepan-4-yl]-6-methyl-pyrimidin-2-amine FC1=C(C=C(C=C1)F)[C@@H]1COCCCN1C1=NC(=NC(=C1)C)N |r|